[Li+].F[B-](F)(F)F fluoroborate lithium salt